F[C@@H]1[C@H]2CC[C@@H](C[C@@H]1NC1=CN=C(N=N1)SC)N2C(=O)OC(C)(C)C (1R,2S,3S,5S)-tert-Butyl 2-fluoro-3-((3-(methylthio)-1,2,4-triazin-6-yl)amino)-8-azabicyclo[3.2.1]octane-8-carboxylate